ClC1=C(C(=O)[O-])C=CC=C1N1CC(C1)(CO)F 2-chloro-3-(3-fluoro-3-(hydroxymethyl)azetidin-1-yl)benzoate